CC(C)(SCC(=O)O)SCC(=O)O 2,2'-[propane-2,2-diylbis-(thio)]diacetic acid